N-ethylsulfonylglycin C(C)S(=O)(=O)NCC(=O)O